CC1=CC(=C(C=N1)OC[C@H]1OCC[C@@H]1O)C1=CC=2N(C=C1)N=C(C2)NC2=NC(=NC(=C2)C)N2CCOCC2 (2R,3S)-2-[[6-methyl-4-[2-[(6-methyl-2-morpholino-pyrimidin-4-yl)amino]pyrazolo[1,5-a]pyridin-5-yl]-3-pyridyl]oxymethyl]tetrahydrofuran-3-ol